2-(2-(3-(pyridin-4-yl)phenyl)-1,6-naphthyridin-7-yl)acetic acid N1=CC=C(C=C1)C=1C=C(C=CC1)C1=NC2=CC(=NC=C2C=C1)CC(=O)O